(R)-3-(4-(Aminomethyl)phenyl)-6-((4-hydroxy-1-(4,4,4-trifluoro-3-(4-fluorophenyl)butanoyl)piperidin-4-yl)methyl)-2-methyl-2H-pyrazolo[4,3-d]pyrimidin-7(6H)-one NCC1=CC=C(C=C1)C=1N(N=C2C1N=CN(C2=O)CC2(CCN(CC2)C(C[C@@H](C(F)(F)F)C2=CC=C(C=C2)F)=O)O)C